N-(2-((2-(dimethylamino)ethyl)(methyl)amino)-5-((4-((2-(ethylsulfonamido)phenyl)amino)-5-fluoropyrimidin-2-yl)amino)-4-methoxyphenyl)acrylamide CN(CCN(C1=C(C=C(C(=C1)OC)NC1=NC=C(C(=N1)NC1=C(C=CC=C1)NS(=O)(=O)CC)F)NC(C=C)=O)C)C